tert-butyl 9-(1-(1-(3-(2,6-bis(benzyloxy)pyridin-3-yl)-7-fluoro-1-methyl-1H-indazol-6-yl)piperidin-4-yl)ethyl)-3,9-diazaspiro[5.5]undecane-3-carboxylate C(C1=CC=CC=C1)OC1=NC(=CC=C1C1=NN(C2=C(C(=CC=C12)N1CCC(CC1)C(C)N1CCC2(CCN(CC2)C(=O)OC(C)(C)C)CC1)F)C)OCC1=CC=CC=C1